2-[4-(difluoromethyl)-2-methoxyphenyl]-4,4,5,5-tetramethyl-1,3,2-dioxaborolane FC(C1=CC(=C(C=C1)B1OC(C(O1)(C)C)(C)C)OC)F